C(C)NC(CCOC1=C(C=C(C=C1)C=O)[N+](=O)[O-])=O N-ETHYL-3-(4-FORMYL-2-NITROPHENOXY)PROPANAMIDE